5-(4-(hydroxymethyl)piperidin-1-yl)-1,3-dimethyl-1H-indazol OCC1CCN(CC1)C=1C=C2C(=NN(C2=CC1)C)C